N1C(CCC2=CC=CC=C12)=O 1,4-dihydroquinolin-2-one